Cl.N[C@@H]1CCCCC2=C1C=CC(=C2)C2=CC(=NC=C2)NC(=O)C2CC2 (R)-N-(4-(5-amino-6,7,8,9-tetrahydro-5H-benzo[7]annulen-2-yl)pyridin-2-yl)cyclopropanecarboxamide Hydrochloride